CCCCC/C=C\\C/C=C\\CCCCCCCCCC(=O)N The molecule is a primary fatty amide resulting from the formal condensation of the carboxy group of (11Z,14Z)-icosadienoic acid with ammonia. It derives from an (11Z,14Z)-icosadienoic acid.